4-bromo-2-[3-[[tert-butyl-(dimethyl)silyl]oxymethyl]azetidin-1-yl]sulfonyl-benzaldehyde BrC1=CC(=C(C=O)C=C1)S(=O)(=O)N1CC(C1)CO[Si](C)(C)C(C)(C)C